tert-Butyl (2S,4R)-4-fluoro-2-((1-(5-fluoropyridin-2-yl)-1H-pyrazol-3-yl)carbamoyl)pyrrolidine-1-carboxylate F[C@@H]1C[C@H](N(C1)C(=O)OC(C)(C)C)C(NC1=NN(C=C1)C1=NC=C(C=C1)F)=O